3β-acetoxy-5α-hydroxy-6β-[(4-aminobutyl)(3-aminopropyl)amino]cholestane C(C)(=O)O[C@@H]1C[C@@]2([C@@H](C[C@H]3[C@@H]4CC[C@H]([C@@H](CCCC(C)C)C)[C@]4(CC[C@@H]3[C@]2(CC1)C)C)N(CCCN)CCCCN)O